CC1=C(C(=CC=C1)C)NC(=O)N1CCNC2=CC(=CC=C12)OC N-(2,6-dimethylphenyl)-6-methoxy-3,4-dihydroquinoxaline-1(2H)-carboxamide